FC(C(F)(F)F)(F)F.FC(C(F)(F)F)(F)F.[Li] lithium bis(perfluoroethane)